OC=1C(=NC=CC1OC)C(=O)N[C@H](C(=O)OC(C)C1(CCC1)C1=CC=C(C=C1)Br)C 1-[1-(4-bromophenyl) cyclobutyl]ethyl (2S)-2-[(3-hydroxy-4-methoxy-pyridine-2-carbonyl)amino]propanoate